5-(4-((1-(2-(4-(4-chloro-1,2-bis(4-hydroxyphenyl)but-1-en-1-yl)phenoxy)ethyl)piperidin-4-yl)methyl)-2,6-dimethylpiperazin-1-yl)-2-(2,6-dioxopiperidin-3-yl)isoindoline-1,3-dione ClCCC(=C(C1=CC=C(C=C1)O)C1=CC=C(OCCN2CCC(CC2)CN2CC(N(C(C2)C)C=2C=C3C(N(C(C3=CC2)=O)C2C(NC(CC2)=O)=O)=O)C)C=C1)C1=CC=C(C=C1)O